BrC=1C=C2C(=C(N(C2=CC1)CCOC1CCOCC1)C=1C=CC=NC1[C@H](C)OC)CC(CO)(C)C 5-[5-bromo-3-(3-hydroxy-2,2-dimethylpropyl)-1-[2-(oxan-4-yloxy)ethyl]indol-2-yl]-6-[(1S)-1-methoxyethyl]pyridin